9,9-bis[6-(2-hydroxyethylthio)naphthalene-2-yl]fluorene OCCSC=1C=C2C=CC(=CC2=CC1)C1(C2=CC=CC=C2C=2C=CC=CC12)C1=CC2=CC=C(C=C2C=C1)SCCO